C(C)(=O)N1CCC(CC1)C1=NN(C=2C=CC=C(C12)C1=CC=C2C=NN(C2=C1F)C)CC(=O)NCC(=O)NCC(=O)OC methyl 2-(2-{2-[3-(1-acetylpiperidin-4-yl)-7'-fluoro-1'-methyl-[4,6'-biindazol]-1-yl]acetamido}acetamido)acetate